C(C)(C)(C)OC(=O)N(NC(=O)OC(C)(C)C)C1=CC2=C(N=C(S2)C)C=C1 1-(2-Methylbenzo[d]thiazol-6-yl)hydrazine-1,2-dicarboxylic acid di-tert-butyl ester